2-((2-(2-fluorophenyl)-5H-imidazo[4,5-c]pyridin-5-yl)methyl)-6-methylbenzo[d]oxazole FC1=C(C=CC=C1)C=1N=C2C(=CN(C=C2)CC=2OC3=C(N2)C=CC(=C3)C)N1